C(C)N1C(NC2=CC(=CC(=C2C1)F)CN1CCN(CC1)C=1C=CC(=NC1C)C(=O)NCC)=O 5-(4-((3-ethyl-5-fluoro-2-oxo-1,2,3,4-tetrahydroquinazolin-7-yl)methyl)piperazin-1-yl)-6-methyl-N-ethylpyridinecarboxamide